C(C)(C)(C)OC([C@H](CCC(=O)O)NC(CCCCCCCCCCCCCCCCC(=O)OC(C)(C)C)=O)=O (4S)-5-tert-butoxy-4-[(18-tert-butoxy-18-oxooctadecanoyl)amino]-5-oxopentanoic acid